N-(4-cyclohexylphenyl)-2-[(1-methyl-1H-tetrazol-5-yl)sulfanyl]-5-[(trifluoromethyl)sulfonyl]benzamide C1(CCCCC1)C1=CC=C(C=C1)NC(C1=C(C=CC(=C1)S(=O)(=O)C(F)(F)F)SC1=NN=NN1C)=O